N-((1r,4r)-4-((5-([1,2,4]triazolo[1,5-a]pyridin-7-yl)-7H-pyrrolo[2,3-d]pyrimidin-2-yl)amino)-1-methylcyclohexyl)acetamide N=1C=NN2C1C=C(C=C2)C2=CNC=1N=C(N=CC12)NC1CCC(CC1)(C)NC(C)=O